7-chloro-1-cyclopropyl-6-fluoro-3-({[(2-methylpyridin-4-yl)methyl][(3S)-1-(pyridin-3-yl)piperidin-3-yl]amino}methyl)-1,4-dihydroquinolin ClC1=C(C=C2CC(=CN(C2=C1)C1CC1)CN([C@@H]1CN(CCC1)C=1C=NC=CC1)CC1=CC(=NC=C1)C)F